tert-Butyl 3-iodo-1,4,5,7-tetrahydro-6H-pyrazolo[3,4-c]pyridine-6-carboxylate IC1=NNC=2CN(CCC21)C(=O)OC(C)(C)C